CS(=O)(=O)OCC#CC1=C(C(=CC=C1)NC=1C=C(C=2N(N1)C(=CN2)C(N[C@H]2[C@H](C2)F)=O)NC)OC 3-{3-[(3-{[(1R,2S)-2-fluorocyclopropyl]carbamoyl}-8-(methylamino)imidazo[1,2-b]pyridazin-6-yl)amino]-2-methoxyphenyl}prop-2-yn-1-yl methanesulfonate